FC1=CC(=C(OC=2C=C(C=C(C2)C)C=2C3=C(C(N(C2)C)=O)C=C(S3)C(=O)NCC3CCOCC3)C(=C1)C)C 7-(3-(4-fluoro-2,6-dimethylphenoxy)-5-methylphenyl)-5-methyl-4-oxo-N-((tetrahydro-2H-pyran-4-yl)methyl)-4,5-dihydrothieno[3,2-c]pyridine-2-carboxamide